ditertbutyl[2-(2,4,6-triisopropylphenyl)phenyl]phosphane C(C)(C)(C)P(C1=C(C=CC=C1)C1=C(C=C(C=C1C(C)C)C(C)C)C(C)C)C(C)(C)C